N-((3S,4S)-3-fluoro-1-(oxetan-3-yl)piperidin-4-yl)-4-methoxy-5-(1-((S)-1,1,1-trifluoropropan-2-yl)-1H-benzo[d][1,2,3]triazol-6-yl)pyrrolo[2,1-f][1,2,4]triazin-2-amine F[C@H]1CN(CC[C@@H]1NC1=NN2C(C(=N1)OC)=C(C=C2)C=2C=CC1=C(N(N=N1)[C@H](C(F)(F)F)C)C2)C2COC2